2,5-dihydroxyphenyl(diphenyl)phosphine oxide OC1=C(C=C(C=C1)O)P(C1=CC=CC=C1)(C1=CC=CC=C1)=O